O=C1NC2=CC(=CC=C2C=C1C(=O)OC)C(=C)C methyl 2-oxo-7-(propen-2-yl)-1,2-dihydroquinoline-3-carboxylate